(4S)-4-(9H-fluoren-9-ylmethoxycarbonyl-amino)-5-[(2-methylpropan-2-yl)oxy]-5-oxopentanoic acid C1=CC=CC=2C3=CC=CC=C3C(C12)COC(=O)N[C@@H](CCC(=O)O)C(=O)OC(C)(C)C